(2R,3S,5R)-3-(3,4-difluoro-2-methoxyphenyl)-N-(1,3-dioxoisoindole-5-yl)-5-methyl-5-(trifluoromethyl)tetrahydrothiophene-2-carboxamide FC=1C(=C(C=CC1F)[C@H]1[C@@H](S[C@](C1)(C(F)(F)F)C)C(=O)NC=1C=C2C(NC(C2=CC1)=O)=O)OC